C(C)(C)(C)OC(NC1=CC=C(C=C1)N1CCN2C1=C(C1=C2N=CN=C1Cl)C1=CC(=C(C=C1)OC1=NC(=CC=C1)C)F)=O (4-(4-Chloro-5-(3-fluoro-4-((6-methylpyridin-2-yl)oxy)phenyl)-7,8-dihydro-6H-imidazo[1',2':1,5]pyrrolo[2,3-d]pyrimidin-6-yl)phenyl)carbamic acid tert-butyl ester